C(CCC)OC(C(C(=O)NC1=CC(=C(C=C1)C#N)C(F)(F)F)(C)O)=O 3-[4-cyano-3-(trifluoromethyl)anilino]-2-hydroxy-2-methyl-3-oxo-propionic acid butyl ester